C1(CC1)C(=O)NCCCCCCC=1N=C(N(C1)C1=CC=CC=C1)NC(=O)C=1C=C(C=CC1)C=1C=CC(=NC1)NC(OC(C)(C)C)=O tert-butyl (5-(3-((4-(6-(cyclopropanecarboxamido)hexyl)-1-phenyl-1H-imidazol-2-yl)carbamoyl)phenyl)pyridin-2-yl)carbamate